COCC1CCN(CC1)S(=O)(=O)C1=CC=C(C=C1)NC(NCC=1C=NC=CC1)=O 3-{4-[4-(methoxymethyl)piperidine-1-sulfonyl]phenyl}-1-(pyridin-3-ylmethyl)urea